O=C1NC(CCC1N1C(C2=CC=CC(=C2C1)OCCOCCCCC1=CC=C(C(=O)NC2C(C(C2(C)C)OC2=CC(=C(C=C2)C#N)Cl)(C)C)C=C1)=O)=O 4-[4-(2-{[2-(2,6-dioxopiperidin-3-yl)-1-oxo-2,3-dihydro-1H-isoindol-4-yl]oxy}ethoxy)butyl]-N-[(1r,3r)-3-(3-chloro-4-cyanophenoxy)-2,2,4,4-tetramethylcyclobutyl]benzamide